1-(2-(1-ethoxyvinyl)pyridin-4-yl)-1,1-difluoro-2-methylpropan-2-ol C(C)OC(=C)C1=NC=CC(=C1)C(C(C)(O)C)(F)F